S1C(=NC=C1)NC(=O)C1[C@H]2CN(C[C@@H]12)S(=O)(=O)C1=CC=C(C)C=C1 (1R,5S,6r)-N-(thiazol-2-yl)-3-tosyl-3-azabicyclo[3.1.0]hexane-6-carboxamide